(2R,3S)-ethyl 1-(4-bromobenzamido)-5-oxo-3-phenylpyrrolidine-2-carboxylate BrC1=CC=C(C(=O)NN2[C@H]([C@@H](CC2=O)C2=CC=CC=C2)C(=O)OCC)C=C1